N1(CC=CC=C1)C=1CCNCC1 3',6'-dihydro-1'H,2H,2'H-[1,4'-bipyridin]